C(C)(C)C1=C(C=CC=C1)[C@H]1N(CCC1)C1CC2(C1)CCN(CC2)C(=O)OC(C)(C)C tert-butyl 2-[(2S)-2-(2-isopropylphenyl)pyrrolidin-1-yl]-7-azaspiro[3.5]nonane-7-carboxylate